(4-amino-4-methylpiperidin-1-yl)-3-[(2,3-dichlorophenyl)sulfanyl]-5-(hydroxymethyl)-1,2-dihydropyrazin-2-one NC1(CCN(CC1)N1C(C(=NC(=C1)CO)SC1=C(C(=CC=C1)Cl)Cl)=O)C